C1(=CC=CC=2CCCCC12)OC(CCCCCCCCCCCCCCCCCCCCC)=O.OCCC1CCN(CC1)C1=NC(=NC2=CC(=C(C=C12)OC)OC)N1CC(CC1)=O 1-(4-(4-(2-hydroxyethyl)piperidin-1-yl)-6,7-dimethoxyquinazolin-2-yl)pyrrolidin-3-one 5,6,7,8-tetrahydronaphthalen-1-yl-docosanoate